N-(5-(3-(4-cyclohexylphenyl)ureido)-2-hydroxyphenyl)-4-fluorobenzenesulfonamide C1(CCCCC1)C1=CC=C(C=C1)NC(NC=1C=CC(=C(C1)NS(=O)(=O)C1=CC=C(C=C1)F)O)=O